Cl.Cl.Cl.C(C(C(C(C(C)O)O)O)O)O hexane-1,2,3,4,5-pentaol trihydrochloride